5-(4-chlorobenzyl)-8-isopropyl-2-(5-methylthiazol-2-yl)-2,5,8-triazaspiro[3.5]nonane-6,9-dione ClC1=CC=C(CN2C3(CN(C3)C=3SC(=CN3)C)C(N(CC2=O)C(C)C)=O)C=C1